O[C@@H](CO)[C@@H]1C(=C(C(O1)=O)O)O (5R)-[(1S)-1,2-dihydroxyethyl]-3,4-dihydroxyfuran-2(5H)-one